C([C@@H](O)[C@@H](O)[C@H](O)[C@H](O)[C@H](O)[C@H](O)CO)O erythromannooctitol